2-(4-chloro-6-oxo-pyridazin-1-yl)-N-[3-(methanesulfonamido)-4-methyl-phenyl]acetamide ClC=1C=NN(C(C1)=O)CC(=O)NC1=CC(=C(C=C1)C)NS(=O)(=O)C